2-(2-cyclopropylphenyl)pyrrolidine C1(CC1)C1=C(C=CC=C1)C1NCCC1